2,4-Dibromo-3-chloro-8-fluorophenazin-1-ol BrC1=C(C2=NC3=CC(=CC=C3N=C2C(=C1Cl)Br)F)O